(3-(3-methoxyoxetan-3-yl)phenyl)(5-(4-(trifluoromethyl)phenyl)-3,4,5,6-tetrahydropyrrolo[3,4-c]pyrrol-2(1H)-yl)methanone COC1(COC1)C=1C=C(C=CC1)C(=O)N1CC=2CN(CC2C1)C1=CC=C(C=C1)C(F)(F)F